Lithium magnesium silicate [Si]([O-])([O-])([O-])O.[Mg+2].[Li+]